3-(4-methyl-3-{3-methyl-5-[4-(trifluoromethyl)phenoxy]phenyl}-5-oxo-1H,4H,5H-pyrrolo[3,2-b]pyridin-1-yl)propenamide CN1C2=C(C=CC1=O)N(C=C2C2=CC(=CC(=C2)OC2=CC=C(C=C2)C(F)(F)F)C)C=CC(=O)N